(S)-2-methylglutamic acid C[C@](N)(CCC(=O)O)C(=O)O